1,3-bis[(3,4-dicarboxyphenyl)benzoyl]benzene C(=O)(O)C=1C=C(C=CC1C(=O)O)C1=C(C(=O)C2=CC(=CC=C2)C(C2=C(C=CC=C2)C2=CC(=C(C=C2)C(=O)O)C(=O)O)=O)C=CC=C1